C(C)C=1C=2N(C=C(C1)N)C=CN2 8-ethylimidazo[1,2-a]pyridin-6-amine